ClC1=C(C=CC(=C1)C(F)(F)F)NC=1SC=C(N1)C1=CC=CC=C1 2-(2-chloro-4-trifluoromethylphenylamino)-4-phenylthiazole